C(=O)C=1C(=C(C=CC1)OB(O)O)C=O diformylphenyl-boric acid